3-fluoro-4-((4-(1,2,3,6-tetrahydropyridin-4-yl)thiazol-2-yloxy)methyl)benzonitrile FC=1C=C(C#N)C=CC1COC=1SC=C(N1)C=1CCNCC1